C(CCC)[P+](CCCC)(CCCC)CCCC.C(=O)([O-])C1=CC2=CC=C(C=C2C(=C1)S(=O)(=O)[O-])C(=O)[O-].C(CCC)[P+](CCCC)(CCCC)CCCC.C(CCC)[P+](CCCC)(CCCC)CCCC 2,6-dicarboxynaphthalene-4-sulfonic acid tetrabutylphosphonium salt